3-methoxycarbazole COC=1C=CC=2NC3=CC=CC=C3C2C1